O1C(CCCC1)N1N=CC=C1 1-(tetrahydro-2H-pyran-2-yl)-1H-pyrazol